C(C)(C)(C)OC(=O)N1CCC2(CC=C(CO2)OS(=O)(=O)C(F)(F)F)CC1.ClP(CO)Cl dichloro(hydroxymethyl)phosphine tert-butyl-3-(((trifluoromethyl)sulfonyl)oxy)-1-oxa-9-azaspiro[5.5]undec-3-ene-9-carboxylate